O=S1(CCN(CC1)C1=CC=C(C=C1)N1[C@H]2CC([C@@H](C1)CC2(C)C)=O)=O (1S,4R)-2-(4-(1,1-dioxidothio-morpholino)phenyl)-7,7-dimethyl-2-azabicyclo[2.2.2]octan-5-one